CC1=CC=C(C=C1)C1=C(C(=NN1C1=CCC(C=C1)=S(=O)=O)C(F)(F)F)C#N 5-(4-methylphenyl)-1-(4-sulfonylphenyl)-3-trifluoromethyl-1H-pyrazole-4-carbonitrile